(6aR)-8-acryloyl-4-chloro-3-(2-fluoro-6-hydroxyphenyl)-1-(6-azaspiro[3.4]oct-6-yl)-6,6a,7,8,9,10-hexahydro-12H-pyrazino[2,1-c]pyrido[3,4-f][1,4]oxazepin-12-one C(C=C)(=O)N1C[C@@H]2COC3=C(C(N2CC1)=O)C(=NC(=C3Cl)C3=C(C=CC=C3O)F)N3CC1(CCC1)CC3